Dimethyl 2-(1-(3-phenyl-1H-pyrrol-1-yl)cyclopentane-1-carbonyl)malonate C1(=CC=CC=C1)C1=CN(C=C1)C1(CCCC1)C(=O)C(C(=O)OC)C(=O)OC